phosphorous acid tris(2,4-di-tert-butylphenyl) ester C(C)(C)(C)C1=C(C=CC(=C1)C(C)(C)C)OP(OC1=C(C=C(C=C1)C(C)(C)C)C(C)(C)C)OC1=C(C=C(C=C1)C(C)(C)C)C(C)(C)C